2-(difluoromethyl)-N-(1,1-dimethyl-3-propyl-indan-4-yl)pyridine-3-carboxamide FC(C1=NC=CC=C1C(=O)NC1=C2C(CC(C2=CC=C1)(C)C)CCC)F